2-(alpha-naphthoylmethylene)-3-methylbenzoxazoline C1(=CC=CC2=CC=CC=C12)C(=O)C=C1OC2=C(N1C)C=CC=C2